C(CC)S(=O)(=O)[O-].N1=CC=CC=C1.[Na+] sodium pyridine propanesulfonate